tert-butyl 4-[2-[4-(2,6-dibenzyloxy-3-pyridinyl)-3-fluorophenyl]-ethynyl]-4-fluoropiperidine-1-carboxylate C(C1=CC=CC=C1)OC1=NC(=CC=C1C1=C(C=C(C=C1)C#CC1(CCN(CC1)C(=O)OC(C)(C)C)F)F)OCC1=CC=CC=C1